C(C)(C)(C)OC(=O)N1CC2(C1)CC(C2)CC2=CC(=C(C=C2)C(=O)OC)OC(F)(F)F 6-[4-methoxycarbonyl-3-(trifluoromethoxy)benzyl]-2-azaspiro[3.3]heptane-2-carboxylic acid tert-butyl ester